BrC(C(=O)O)C(C)C alpha-bromoisovaleric acid